1-(7-(6-chloro-8-fluoro-7-(6-fluoro-1-methyl-1H-indazol-7-yl)-2-(((S)-1-methylpyrrolidin-2-yl)methoxy)quinazolin-4-yl)-2,7-diazaspiro[3.5]nonan-2-yl)prop-2-en-1-one ClC=1C=C2C(=NC(=NC2=C(C1C=1C(=CC=C2C=NN(C12)C)F)F)OC[C@H]1N(CCC1)C)N1CCC2(CN(C2)C(C=C)=O)CC1